2-methyl-6-nitro-4(3H)-quinazolinone CC1=NC2=CC=C(C=C2C(N1)=O)[N+](=O)[O-]